4-benzyloxy-2-chloro-5-methoxy-6-methyl-pyridine-3-carbonyl chloride C(C1=CC=CC=C1)OC1=C(C(=NC(=C1OC)C)Cl)C(=O)Cl